CSCCOCC(=O)OC methyl 2-(2-(methylthio)ethoxy)acetate